methyl 2,5-dioxo-4,5-diphenylpentanoate O=C(C(=O)OC)CC(C(C1=CC=CC=C1)=O)C1=CC=CC=C1